(2S)-10-((5-Chloro-2-(3,4-dimethylpiperidin-1-yl)pyrimidin-4-yl)amino)-2-cyclopropyl-3,3-difluoro-7-methyl-1,2,3,4-tetrahydro-[1,4]oxazepino[2,3-c]chinolin-6(7H)-on ClC=1C(=NC(=NC1)N1CC(C(CC1)C)C)NC1=CC=2C3=C(C(N(C2C=C1)C)=O)OCC([C@@H](N3)C3CC3)(F)F